(P)-1-(6-(4-(6-hydroxy-1-naphthalenyl)-3,7,7-trimethyl-5,6,7,8-tetrahydro-2-quinolinyl)-2,6-diazaspiro[3.4]octan-2-yl)-2-propen-1-one OC=1C=C2C=CC=C(C2=CC1)C1=C(C(=NC=2CC(CCC12)(C)C)N1CC2(CN(C2)C(C=C)=O)CC1)C